C1(CC1)C=1C=NC(=NC1)N[C@@H]1C[C@H](CC1)NC1=CC=C(C=N1)N1N=CC=CC1=O 2-(6-(((1S,3S)-3-((5-cyclopropylpyrimidin-2-yl)amino)cyclopentyl)amino)pyridin-3-yl)pyridazin-3(2H)-one